C(C)(C)(C)C1=C(C=CC(=C1)C=1N(C=CN1)C)O 2-tert-butyl-4-(1-methylimidazol-2-yl)phenol